8-(4,4-difluoropiperidin-1-yl)-N-(4-methoxybenzyl)-6-nitroquinolin-2-amine FC1(CCN(CC1)C=1C=C(C=C2C=CC(=NC12)NCC1=CC=C(C=C1)OC)[N+](=O)[O-])F